NC1=CC=NN1C1=NN=C(S1)NC(=O)C1=CC(=C(C(O1)=O)OC[C@H](COC)O)C1=C(C=CC=C1OC)OC (S)-N-(5-(5-amino-1H-pyrazol-1-yl)-1,3,4-thiadiazol-2-yl)-4-(2,6-dimethoxyphenyl)-3-(2-hydroxy-3-methoxypropoxy)-2-oxo-2H-pyran-6-carboxamide